C(C)(C)N1CCNC2=C(C1=O)C=CC(=C2)C(=O)[O-].[Li+] lithium 4-isopropyl-5-oxo-2,3,4,5-tetrahydro-1H-benzo[e][1,4]diazepine-8-carboxylate